4-amino-2,3,5,6-tetrafluoropyridine NC1=C(C(=NC(=C1F)F)F)F